1,3-benzodioxol-5-carboxamid O1COC2=C1C=CC(=C2)C(=O)N